O=C1C[C@](OC2=CC=CC=C12)(C(=O)OCC(C)C)C#CC1=CC=CC=C1 isobutyl (R)-4-oxo-2-(phenylethynyl)chromane-2-carboxylate